CNC(C=1CC(C=CC1)=[N+]=[N-])=O N-methyl-3-diazobenzamide